2-(((5-benzyl-4,5-dihydro-1H-imidazol-2-yl)thio)methyl)imidazo[1,2-a]Pyrimidine hydrochloride Cl.C(C1=CC=CC=C1)C1CN=C(N1)SCC=1N=C2N(C=CC=N2)C1